C(CCCCCC(=O)OCC\C=C/CCCCC)(=O)OCC(COC(CC12CC3CC(CC(C1)C3)C2)=O)COC(=O)OCCCN(CC)CC 1-(3-(2-((3r,5r,7r)-adamantan-1-yl)acetoxy)-2-((((3-(diethylamino)propoxy)carbonyl)oxy)methyl)propyl) 7-((Z)-non-3-en-1-yl) heptanedioate